7-chloro-N-[(4S)-3,4-dihydro-2H-1-benzopyran-4-yl]-4-(morpholin-4-yl)-8-(2,3,5-trifluorophenyl)-1,5-naphthyridine-3-carboxamide ClC1=CN=C2C(=C(C=NC2=C1C1=C(C(=CC(=C1)F)F)F)C(=O)N[C@H]1CCOC2=C1C=CC=C2)N2CCOCC2